FC1=CC=C(OC2=C3CC[C@@H](N(C3=CC=C2C=2C=NN(C2)C2CC3C(CN(C3)C)C2)C(=O)OC)C)C=C1 (2S)-Methyl 5-(4-fluorophenoxy)-2-methyl-6-(1-(2-methyl-octahydrocyclopenta[c]pyrrol-5-yl)-1H-pyrazol-4-yl)-3,4-dihydroquinoline-1(2H)-carboxylate